3-(2,6-diethylphenyl)urea C(C)C1=C(C(=CC=C1)CC)NC(N)=O